ethyl 3-[4-[2-[5-[(6,7-difluoro-4-methylsulfonyl-1H-indol-5-yl)oxy]-2-fluoro-phenyl]oxazol-4-yl]-4-methyl-chroman-8-yl]propanoate FC1=C(C(=C2C=CNC2=C1F)S(=O)(=O)C)OC=1C=CC(=C(C1)C=1OC=C(N1)C1(CCOC2=C(C=CC=C12)CCC(=O)OCC)C)F